COC1=CC=C(C=C1)C(OC[C@]12O[C@H]([C@H](OC1)[C@@H]2O)N2C1=NC=NC(=C1N=C2)NC(C2=CC=CC=C2)=O)(C2=CC=CC=C2)C2=CC=C(C=C2)OC N-(9-((1R,3R,4R,7S)-1-((bis(4-methoxyphenyl)(phenyl)methoxy)methyl)-7-hydroxy-2,5-dioxabicyclo[2.2.1]heptan-3-yl)-9H-purin-6-yl)benzamide